(3R)-3-amino-7-[5-(3-azabicyclo[3.1.1]heptan-1-yl)-1,2,4-oxadiazol-3-yl]-8-fluoro-1,1-dioxo-5-[[4-(trifluoromethoxy)phenyl]methyl]-2,3-dihydro-1λ6,5-benzothiazepin-4-one N[C@H]1CS(C2=C(N(C1=O)CC1=CC=C(C=C1)OC(F)(F)F)C=C(C(=C2)F)C2=NOC(=N2)C21CNCC(C2)C1)(=O)=O